C(N)(OC1CCNCC1)=O O-(piperidin-4-yl) carbamate